2-amino-4-methoxybenzonitrile NC1=C(C#N)C=CC(=C1)OC